methyl 2-(2-(1-(4-chlorophenyl)-1H-pyrazole-4-sulfonamido)-5-formylphenyl)acetate ClC1=CC=C(C=C1)N1N=CC(=C1)S(=O)(=O)NC1=C(C=C(C=C1)C=O)CC(=O)OC